C[Zr](C=1C(C2=CC=C(C=C2C1)C)C)(C1(C=CC=C1)C)C dimethyl-(methylcyclopentadienyl)(1,5-dimethylindenyl)zirconium